(5,6,7,8-Tetrahydrothieno[3,2-b]oxepin-8-yl)methanamine hydrochloride Cl.S1C=CC=2OCCCC(C21)CN